ClC=1C(=NC(=NC1)C(=O)N[C@@H]1C(N(C2=C(OC1)C=C(C=N2)F)C)=O)C2=C(C=C(C=C2)F)F (S)-5-chloro-4-(2,4-difluorophenyl)-N-(8-fluoro-5-methyl-4-oxo-2,3,4,5-tetrahydropyrido[3,2-b]-[1,4]oxazepin-3-yl)pyrimidine-2-carboxamide